FC1=C2C(=NN=C(C2=C(C(=C1F)F)F)C1=CC(=CC(=C1)C)C(C)(C)C)C1=CC(=CC(=C1)C)C(C)(C)C 5,6,7,8-tetrafluoro-1,4-di(3-tert-butyl-5-methylphenyl)phthalazine